1-bromo-8,8-dimethyl-10-propyl-7,9,11-trioxa-8-silaeicosane BrCCCCCCO[Si](OC(OCCCCCCCCC)CCC)(C)C